2-amino-N-(2-methoxyethyl)-1-methyl-1H-benzo[d]imidazole-5-carboxamide NC1=NC2=C(N1C)C=CC(=C2)C(=O)NCCOC